6-(4-chlorophenyl)-N-[(2R)-3,3-difluoro-2-hydroxypropyl]-2-(1-methyl-1H-pyrazol-4-yl)-3-oxo-2,3-dihydropyridazine-4-carboxamide ClC1=CC=C(C=C1)C=1C=C(C(N(N1)C=1C=NN(C1)C)=O)C(=O)NC[C@H](C(F)F)O